C(CCCCCCC\C=C/C\C=C/CCCCC)C(=O)OC(C)CN(C)C 2-linoleylcarbonyloxy-3-dimethylaminopropane